(1R,3R)-3-(benzyloxycarbonylamino)cyclohexanecarboxylic acid methyl ester COC(=O)[C@H]1C[C@@H](CCC1)NC(=O)OCC1=CC=CC=C1